1-methyl-4-{4-[5-(2-methylphenyl)-1,3,4-oxadiazol-2-yl]piperidin-1-yl}-2-oxo-1,2-dihydroquinoline-3-carboxamide CN1C(C(=C(C2=CC=CC=C12)N1CCC(CC1)C=1OC(=NN1)C1=C(C=CC=C1)C)C(=O)N)=O